C1=CC=CC=2C3=CC=CC=C3C(C12)COC(=O)NCC(=O)NCOC1(CC1)C(=O)OCC1=CC=CC=C1 Benzyl 1-((2-((((9H-fluoren-9-yl)methoxy)carbonyl)amino)acetylamino)methoxy)cyclopropane-1-carboxylate